[(1R)-1-(2-chloro-3-pyridyl)ethyl] N-[5-(7-fluoro-2-oxo-3,4-dihydro-1H-quinolin-6-yl)-3-methyl-triazol-4-yl]carbamate FC1=C(C=C2CCC(NC2=C1)=O)C1=C(N(N=N1)C)NC(O[C@H](C)C=1C(=NC=CC1)Cl)=O